(S)-chloro-2-(tert-butoxycarbonylamino)-3-methylbutanoic acid methyl ester COC([C@@](C(C)C)(NC(=O)OC(C)(C)C)Cl)=O